Mono-Hexadecyl BenzeneSulfonate C1(=CC=CC=C1)S(=O)(=O)OCCCCCCCCCCCCCCCC